Cl.N1CCC(CC1)C1=CC=CC(=N1)C(=O)OCC ethyl 6-(piperidin-4-yl)pyridine-2-carboxylate hydrochloride